C(C)[S@](=O)C[C@@H]1[C@H](N(C1)C=1C=CC(=C2C=C(N=CC12)NC1=NC(=NC=C1)N1C[C@@H]([C@@H](CC1)OC)F)C(C)C)C 8-((2R,3S)-3-(((S)-ethylsulfinyl)Methyl)-2-methylazetidin-1-yl)-N-(2-((3S,4R)-3-fluoro-4-methoxypiperidin-1-yl)pyrimidine-4-yl)-5-isopropylisoquinolin-3-amine